[4-(2,3-dichlorobenzenesulfonylamino)-1-piperidinyl]Benzothiazole-6-carboxylic acid ethyl ester C(C)OC(=O)C1=CC2=C(N=C(S2)N2CCC(CC2)NS(=O)(=O)C2=C(C(=CC=C2)Cl)Cl)C=C1